C1(CC1)C1=CC(=NO1)C=O 5-cyclopropylisoxazole-3-carbaldehyde